3-((5-chloro-3-(((tetrahydro-2H-pyran-2-yl)oxy)methyl)pyridin-2-yl)methylene)indolin-2-one ClC=1C=C(C(=NC1)C=C1C(NC2=CC=CC=C12)=O)COC1OCCCC1